CCC(CC)N1N=CC(=C1)C=1C=2N(C=C(N1)C=1C=NN(C1)CCN1C[C@H](CC1)O)N=CC2 (S)-1-(2-(4-(4-(1-(pentan-3-yl)-1H-pyrazol-4-yl)pyrazolo[1,5-a]pyrazin-6-yl)-1H-pyrazol-1-yl)ethyl)pyrrolidin-3-ol